ClC=1C=C2C=C(NC2=CC1OCC=1N=CSC1)CNC(=O)C1N(CC1)C(=O)OC(C)(C)C tert-butyl 2-(((5-chloro-6-(thiazol-4-ylmethoxy)-1H-indol-2-yl)methyl)carbamoyl)azetidine-1-carboxylate